3-fluoro-4-(((6-(4-hydroxypiperidin-4-yl)pyridin-2-yl)oxy)methyl)benzonitrile FC=1C=C(C#N)C=CC1COC1=NC(=CC=C1)C1(CCNCC1)O